1-(2-piperazin-1-ylethyl)pyrrole-2,5-dione trifluoroacetate FC(C(=O)O)(F)F.N1(CCNCC1)CCN1C(C=CC1=O)=O